N-((1r,4r)-4-acetamidocyclohexyl)-6-(5-fluoropyridin-2-yl)-4-(isopropylamino)pyrrolo[1,2-b]pyridazine-3-carboxamide C(C)(=O)NC1CCC(CC1)NC(=O)C1=C(C=2N(N=C1)C=C(C2)C2=NC=C(C=C2)F)NC(C)C